(R)-N-(6-(1-methyl-5-(piperidin-1-ylmethyl)-1H-pyrazol-4-yl)isoquinolin-3-yl)piperidine-3-carboxamide CN1N=CC(=C1CN1CCCCC1)C=1C=C2C=C(N=CC2=CC1)NC(=O)[C@H]1CNCCC1